ClC=1C=2N(C=CN1)C(=NC2)C(C)C=2C(=C(C(=C(C2)Cl)C)C2=CC=C(C=C2)OC)OCC 8-chloro-3-(1-(5-chloro-2-ethoxy-4'-methoxy-6-methyl-[1,1'-biphenyl]-3-yl)ethyl)imidazo[1,5-a]pyrazine